C[C@@H]1CN(CCC1)C(=O)C=1C=C2C=CC=C(C2=CC1)C=1C=C2C=CNC(C2=CN1)=O (S)-6-(6-(3-methylpiperidine-1-carbonyl)naphthalen-1-yl)-2,7-naphthyridin-1(2H)-one